C(#N)C(CNC=1C(=CC=C2C=CC(=CC12)C1=CC=CC(=N1)C(=O)NCCCS(=O)(=O)C)OC)=C 6-{8-[(2-cyano-2-methylideneethyl)amino]-7-methoxynaphthalen-2-yl}-N-(3-methanesulfonylpropyl)pyridine-2-carboxamide